[N-](S(=O)(=O)C(F)(F)F)S(=O)(=O)C(F)(F)F.C(C)N1CN(C=C1)C 1-ethyl-3-methylimidazole bis(trifluoromethanesulfonyl)imide Salt